tert-butyl N-[2-[2-[2-[2-[1-[(2,4-dimethoxyphenyl)methylamino]-4-methylphthalazin-6-yl]-4-(4,4,5,5-tetramethyl-1,3,2-dioxaborolan-2-yl)phenoxy]ethoxy]ethoxy]ethyl]carbamate COC1=C(C=CC(=C1)OC)CNC1=NN=C(C2=CC(=CC=C12)C1=C(OCCOCCOCCNC(OC(C)(C)C)=O)C=CC(=C1)B1OC(C(O1)(C)C)(C)C)C